1-methylimidazolium formate C(=O)[O-].CN1C=[NH+]C=C1